FC(C1=CC=C(C=C1)C1=CC2=C(O1)C1=CC=CC=C1CC2)(F)F 2-(4-trifluoromethylphenyl)-4,5-dihydronaphtho[1,2-b]furan